CCCC=CC(=O)CC=C 4-Nonadienal